2-[3-[(4S)-3-(4-chlorophenyl)-4-phenyl-4,5-dihydro-1H-pyrazol-1-yl]-1-([4-[(morpholin-4-yl)methyl]phenyl]methyl)-5-oxo-4,5-dihydro-1H-1,2,4-triazol-4-yl]acetic acid ClC1=CC=C(C=C1)C1=NN(C[C@@H]1C1=CC=CC=C1)C1=NN(C(N1CC(=O)O)=O)CC1=CC=C(C=C1)CN1CCOCC1